C1(CC1)C(=O)N1[C@H]([C@]2(COCC(N2)=O)CCC1)CO[C@@H]1CC[C@@H](CC1)C1=CC=CC=C1 (6S,7R)-8-cyclopropanecarbonyl-7-({[(CIS)-4-phenylcyclohexyl]oxy}methyl)-4-oxa-1,8-diazaspiro[5.5]undecan-2-one